((8-(1H-indol-3-yl)imidazo[1,2-b]pyridazin-6-yl)amino)pyrrolidine-1-carboxylic acid tert-butyl ester C(C)(C)(C)OC(=O)N1C(CCC1)NC=1C=C(C=2N(N1)C=CN2)C2=CNC1=CC=CC=C21